CN1N=NC2=C1C=CC(=C2C)C(C(C(=O)OC)(C)C)C2=CC(=C(C=C2)OC)CO methyl 3-(1,4-dimethyl-1H-benzo[d][1,2,3]triazol-5-yl)-3-(3-(hydroxymethyl)-4-methoxyphenyl)-2,2-dimethylpropanoate